3,3-difluoropiperidin-4-yl ((benzyloxy)carbonyl)-L-alaninate C(C1=CC=CC=C1)OC(=O)N[C@@H](C)C(=O)OC1C(CNCC1)(F)F